N'-(4-((1-(4-cyanophenyl)-1H-pyrazol-3-yl)oxy)-2,5-dimethylphenyl)-N-propylformamidine C(#N)C1=CC=C(C=C1)N1N=C(C=C1)OC1=CC(=C(C=C1C)N=CNCCC)C